1-(3-(2,3-dichlorophenyl)-1H-pyrazolo[4,3-b]pyridin-6-yl)-4-methylpiperidin-4-amine ClC1=C(C=CC=C1Cl)C1=NNC=2C1=NC=C(C2)N2CCC(CC2)(N)C